5-fluoro-3-(2-(6-(4-(methylsulfonyl)piperazin-1-yl)-1-oxoisoindolin-2-yl)butanamido)-4-oxopentanoic acid FCC(C(CC(=O)O)NC(C(CC)N1C(C2=CC(=CC=C2C1)N1CCN(CC1)S(=O)(=O)C)=O)=O)=O